4-amino-7-(tert-butyl)-N-(4-(methoxymethyl)phenyl)-N-methyl-7H-pyrrolo[2,3-d]pyrimidine-5-carboxamide NC=1C2=C(N=CN1)N(C=C2C(=O)N(C)C2=CC=C(C=C2)COC)C(C)(C)C